ClC1=CC=C(C=N1)NC1=NC=CC2=CC(=CC=C12)OCC=1C=NN(C1)CC(F)F N-(6-chloropyridin-3-yl)-6-((1-(2,2-difluoroethyl)-1H-pyrazol-4-yl)methoxy)isoquinolin-1-amine